ClC1=C2C(=NC=3C=C(C(=CC13)OC)OCCCN1CCCC1)CC(C2)(C)C 1-[3-({9-chloro-7-methoxy-2,2-dimethyl-1H,2H,3H-cyclopenta[b]quinolin-6-yl}oxy)propyl]pyrrolidine